C(C1=CC=CC=C1)N1N=NC(=C1)C=C1CN(CC(C1=O)=CC=1N=NN(C1)CC1=CC=CC=C1)S(=O)(=O)C1=C(C=CC=C1)[N+](=O)[O-] 3,5-bis((1-benzyl-1H-1,2,3-triazol-4-yl)methylene)-1-((2-nitrophenyl)sulfonyl)piperidin-4-one